5-bromo-N-methoxy-N-methylpicolinamide BrC=1C=CC(=NC1)C(=O)N(C)OC